C(C)C=1N=COC1C(=O)NC(C)C1=CC=C(C=C1)NC(OCC1=CC=C(C=C1)Cl)=O 4-chlorobenzyl (4-(1-(4-ethyloxazole-5-carboxamido)ethyl)phenyl)carbamate